ClC1=NC=C(C(=N1)C=1C(=NNC1)C)F 2-chloro-5-fluoro-4-(3-methyl-1H-pyrazol-4-yl)pyrimidine